2-(methoxy(3-methoxyphenyl)methylene)adamantane COC(=C1C2CC3CC(CC1C3)C2)C2=CC(=CC=C2)OC